OC1=CC=C(C=C1)/C(=C(\CC)/C1=CC=CC=C1)/C1=CC=C(OCCCCCC=2NC3=CC=C(C=C3C2)C=2C=C3CN(C(C3=CC2)=O)C2C(NC(CC2)=O)=O)C=C1 (Z)-3-(5-(2-(5-(4-(1-(4-hydroxyphenyl)-2-phenylbut-1-en-1-yl)phenoxy)pentyl)-1H-indol-5-yl)-1-oxoisoindolin-2-yl)piperidine-2,6-dione